3-(4-([4,4'-bipiperidin]-1-yl)phenyl)piperidine-2,6-dione N1(CCC(CC1)C1CCNCC1)C1=CC=C(C=C1)C1C(NC(CC1)=O)=O